N-Vinyl-Pyrrolidon C(=C)N1C(CCC1)=O